2-Chloro-5-{[(2,2-dimethylpropanoyl)amino]methyl}-N-[1-(5-methoxypyridin-3-yl)-1H-indazol-4-yl]benzamide Hydrochloride Salt Cl.ClC1=C(C(=O)NC2=C3C=NN(C3=CC=C2)C=2C=NC=C(C2)OC)C=C(C=C1)CNC(C(C)(C)C)=O